7-methoxy-1,8-naphthyridin-4-ol COC1=CC=C2C(=CC=NC2=N1)O